1,3-bis[5-(2-methylpropyloxy)pentyl]imidazolium CC(COCCCCCN1C=[N+](C=C1)CCCCCOCC(C)C)C